methyl (2E)-4-((2-hydroxyethyl)(methyl)amino)but-2-enoate OCCN(C/C=C/C(=O)OC)C